5-(3,6-diazabicyclo[3.1.1]heptane-3-yl)-2-(2,4-dioxotetrahydropyrimidin-1(2H)-yl)isoindoline-1,3-dione C12CN(CC(N1)C2)C=2C=C1C(N(C(C1=CC2)=O)N2C(NC(CC2)=O)=O)=O